6-((2-amino-3-fluoropyridin-4-yl)thio)-3-((3S,4S)-4-amino-3-methyl-2-oxa-8-azaspiro[4.5]decan-8-yl)pyrazin NC1=NC=CC(=C1F)SC1=CN=C(C=N1)N1CCC2([C@@H]([C@@H](OC2)C)N)CC1